IC1=CN=C2N1C=CC(=C2C)C 3-iodo-7,8-dimethylimidazo[1,2-a]pyridine